OC(C)(C)C=1C=C(C=C(C1)C(C)(O)C)N1C(C(=C(C=C1C)OCC1=C(C=C(C=C1)F)F)Br)=O 1-[3,5-bis(1-hydroxy-1-methylethyl)phenyl]-3-bromo-4-[(2,4-difluorobenzyl)oxy]-6-methylpyridin-2(1H)-one